C(CCCCCCC\C=C\C=C\C=C\CCCC)(=O)[O-].[Na+].N1=CC(=CC=C1)CN1CC(CCC1)O 1-(pyridin-3-ylmethyl)piperidin-3-ol sodium β-eleostearate